C(C)(C)(C)C=1C=CC2=C(N=C(O2)C=2SC(=CC2)C=2OC3=C(N2)C=C(C=C3)C(C)(C)C)C1 2,5-bis(5-tert-butyl-benzooxazol-2-yl)thiophene